(3R,6S)-methyl 6-(4-aminobutyl)-3-(cyclohexylmethyl)-8-(2-(naphthalen-1-yl)ethyl)-4,7-dioxohexahydropyrazino[2,1-c][1,2,4]oxadiazine-1(6H)-carboxylate NCCCC[C@H]1C(N(CC2N(O[C@@H](C(N21)=O)CC2CCCCC2)C(=O)OC)CCC2=CC=CC1=CC=CC=C21)=O